manganese (II) ethanesulfonate C(C)S(=O)(=O)[O-].[Mn+2].C(C)S(=O)(=O)[O-]